BrC=1C=C(C=CC1F)CC(CC(=O)NC=1C=CC(=C(C(=O)NC2=C(C(=C(C=C2)F)NC(COC(F)(F)F)=O)F)C1)Cl)(Cl)Cl 5-((1R,3R)-3-(3-bromo-4-fluorophenyl)-2,2-dichloropropane-1-carboxamido)-2-chloro-N-(2,4-difluoro-3-(2-(trifluoromethoxy)acetamido)phenyl)benzamide